C1(CCCC1)NC=1OC2=C(N1)C=C(C=C2)C2=NC(=NC(=N2)N2CCOCC2)N2CCOCC2 N-cyclopentyl-5-(4,6-dimorpholino-1,3,5-triazin-2-yl)benzo[d]oxazol-2-amine